The molecule is a 4-oxo monocarboxylic acid that is 4-oxobutanoic acid in which the pro-R hydrogen at position 3 has been replaced by a hydroxy group. It is a 4-oxo monocarboxylic acid, a secondary alcohol, a hydroxyaldehyde and an aldehydic acid. It is a conjugate acid of a (3R)-3-hydroxy-4-oxobutanoate. C([C@H](C=O)O)C(=O)O